(4-(1,3-diketoisoindol-2-yl)phenyl)-3-phenylpropionamide O=C1N(C(C2=CC=CC=C12)=O)C1=CC=C(C=C1)C(C(=O)N)CC1=CC=CC=C1